1-(tert-butyl) 4-ethyl 5-hydroxyazepane-1,4-dicarboxylate OC1C(CCN(CC1)C(=O)OC(C)(C)C)C(=O)OCC